8-(6-toluenesulfonyl-imidazo[4,5-d]pyrrolo[2,3-b]pyridine-1(6H)-yl)-8-azabicyclo[3.2.1]octane C(C1=CC=CC=C1)S(=O)(=O)N1C=CC=2C1=NC=C1C2N(C=N1)N1C2CCCC1CC2